NCCOCC1=NC2=CC=C(C=C2C(=N1)N[C@@H]1C(N(CC1)[C@@H]1[C@@H](C[C@@H](CC1)NC(C)(C)C)NC(C)=O)=O)C(F)(F)F N-((1R,2S,5R)-2-((S)-3-((2-((2-Aminoeth-oxy)methyl)-6-(tri-fluoromethyl)quinazolin-4-yl)amino)-2-oxo-pyrrolidin-1-yl)-5-(tert-butylamino)cyclohex-yl)acetamide